3-(trifluoromethylbenzyl)-1H-indazole FC(F)(F)C(C1=CC=CC=C1)C1=NNC2=CC=CC=C12